NC(C(=O)O)CC1=CC(=CC=C1)C(=CC1=CC=C(C=C1)N)C#N 2-amino-3-(3-(2-(4-aminophenyl)-1-cyanovinyl)phenyl)propanoic acid